tert-butyl mercaptopropionate SC(C(=O)OC(C)(C)C)C